(E)-acetoxy-nitrogen C(C)(=O)O[N]